4-(3-(chloromethyl)phenyl)morpholine ClCC=1C=C(C=CC1)N1CCOCC1